N-(3-amino-5-bromophenyl)thiophene-2-carboxamide NC=1C=C(C=C(C1)Br)NC(=O)C=1SC=CC1